1-isopropyl-3-methylsilyl-2,4-dimethylcyclodisilazane C(C)(C)N1[SiH](N([SiH]1C)[SiH2]C)C